CC1=C(OC(C(=O)O)(C)C)C(=CC(=C1)CN1CCN(CC1)C1=CC=C(C=C1)C(F)(F)F)C 2-(2,6-Dimethyl-4-((4-(4-(trifluoromethyl)phenyl)piperazin-1-yl)methyl)phenoxy)-2-methylpropanoic acid